4-[(1S)-1-{[8-(2,6-Difluorobenzyl)-7-oxo-pyrido[2,3-d]pyrimidin-2-yl]amino}ethyl]-N-(4,4-difluorocyclohexyl)benzamid FC1=C(CN2C(C=CC3=C2N=C(N=C3)N[C@@H](C)C3=CC=C(C(=O)NC2CCC(CC2)(F)F)C=C3)=O)C(=CC=C1)F